Imino-methyl-oxo-[2-[[4-[4-(4-pyridyl)-1H-pyrazol-3-yl]phenoxy]methyl]-4-quinolyl]-λ6-sulfane N=S(C1=CC(=NC2=CC=CC=C12)COC1=CC=C(C=C1)C1=NNC=C1C1=CC=NC=C1)(=O)C